4-cyano-4-thiobenzoyl-thiovaleric acid 3-azidopropyl ester N(=[N+]=[N-])CCCOC(CCC(C)(C(C1=CC=CC=C1)=S)C#N)=S